Methyl 6-(bicyclo[3.1.0]hexan-1-yl)-5-oxo-6,7,8,9-tetrahydro-5H-benzo[7]annulene-2-carboxylate C12(CCCC2C1)C1C(C2=C(CCC1)C=C(C=C2)C(=O)OC)=O